2-Amino-5-bromo-3-chlorophenylmethanol NC1=C(C=C(C=C1Cl)Br)CO